(R)-(6,7-dichloro-1-(fluoromethyl)-1,3,4,5-tetrahydro-2H-pyrido[4,3-b]indol-2-yl)(5-methoxypyrimidin-2-yl)methanone ClC1=C(C=CC=2C3=C(NC12)CCN([C@H]3CF)C(=O)C3=NC=C(C=N3)OC)Cl